((1-(cyanomethyl)cyclopropyl)methyl)-1H-benzo[d]imidazole C(#N)CC1(CC1)CN1C=NC2=C1C=CC=C2